2-[1H-benzimidazol-2-yl-(5-fluoro-2-hydroxy-phenyl)-methyl]-6-[4-(1-methylpyrazol-4-yl)phenyl]isoindolin-1-one N1C(=NC2=C1C=CC=C2)C(N2C(C1=CC(=CC=C1C2)C2=CC=C(C=C2)C=2C=NN(C2)C)=O)C2=C(C=CC(=C2)F)O